N-((4-Chloro-2,6-diisopropylphenyl)carbamoyl)-5-((dimethylamino)methyl)-1-methyl-1H-pyrazole-3-sulfonamide, sodium salt [Na].ClC1=CC(=C(C(=C1)C(C)C)NC(=O)NS(=O)(=O)C1=NN(C(=C1)CN(C)C)C)C(C)C